2-(2-azabicyclo[2.1.1]hex-4-yl)-8-fluoro-6-(7-fluoro-2-methyl-indazol-5-yl)imidazo[1,2-a]pyridine C12NCC(C1)(C2)C=2N=C1N(C=C(C=C1F)C1=CC3=CN(N=C3C(=C1)F)C)C2